OCC(C(=O)OCC)CNCC1=CC=C(C=C1)OC ethyl 3-hydroxy-2-([[(4-methoxyphenyl)methyl]amino]methyl)propanoate